CN1C(=NC=C1C)C=1CCN(CC1)CC=1C=C2NC(C=3N(C2=CC1)C=CC3F)=O 7-((4-(1,5-dimethyl-1H-imidazol-2-yl)-3,6-dihydropyridin-1(2H)-yl)methyl)-3-fluoropyrrolo[1,2-a]quinoxalin-4(5H)-one